N-(5-ethynyl-3-fluoro-2-pyridinyl)-5-phenyl-1H-pyrrole-3-sulfonamide C(#C)C=1C=C(C(=NC1)NS(=O)(=O)C1=CNC(=C1)C1=CC=CC=C1)F